P(O)(=O)(OP(=O)(O)OP(=O)(O)O)OC[C@@H]1[C@H]([C@H]([C@@H](O1)C1=CN(C(=O)NC1=O)CC1=C(C=C(C=C1C)C)C)O)O 1-(2,4,6-trimethyl-benzyl)pseudouridine triphosphate